C(C)(=O)OC(CN=[N+]=[N-])CCCCCC(C(CBr)=O)(C)C1=CC(=CC=C1)I 1-azido-10-bromo-8-(3-iodophenyl)-8-methyl-9-oxodecan-2-yl acetate